C(C)(C)C=1C=NN2C1N=C(N=C2NCC=2C=C(C=CC2)OC(=O)N2CCN(CC2)C(C=C)=O)NC2CCOCC2 3-(((8-isopropyl-2-((tetrahydro-2H-pyran-4-yl)amino)pyrazolo[1,5-a][1,3,5]triazin-4-yl)amino)methyl)phenyl-4-acryloylpiperazine-1-carboxylate